2-(4-chlorophenoxy)ethan-1-one ClC1=CC=C(OCC=O)C=C1